(R)-(1-((4-methoxy-3-nitrobenzyl)(methyl)amino)propan-2-yl)carbamic acid tert-butyl ester C(C)(C)(C)OC(N[C@@H](CN(C)CC1=CC(=C(C=C1)OC)[N+](=O)[O-])C)=O